1-(2-(6-(difluoromethyl)imidazo[1,2-a]pyrazin-3-yl)pyrimidin-4-yl)-4-methylazepan-4-ol FC(C=1N=CC=2N(C1)C(=CN2)C2=NC=CC(=N2)N2CCC(CCC2)(O)C)F